Dioxacycloheptadecane O1OCCCCCCCCCCCCCCC1